OC(C)(C)C=1C=C(CCOC2=NC=CC(=C2)C=2C(=C3CCCC3=CC2)CC(=O)O)C=C(C1)S(N)(=O)=O 2-(5-(2-(3-(2-hydroxypropan-2-yl)-5-sulfamoylphenethyloxy)-pyridin-4-yl)-2,3-dihydro-1H-inden-4-yl)acetic acid